NCCNC(C1=C(C=C(C=C1)NC=1C=2N(C=CN1)C(=CN2)C2=C(C(=C(C=C2)OC2=NC=CC(=N2)OC)F)F)CC)=O N-(2-aminoethyl)-4-((3-(2,3-difluoro-4-((4-methoxypyrimidin-2-yl)oxy)phenyl)imidazo[1,2-a]pyrazin-8-yl)amino)-2-ethylbenzamide